N-(4-(((2S,4R)-2-methyl-1-propionyl-1,2,3,4-tetrahydroquinolin-4-yl)amino)phenyl)-2-(3-(4-(2-(4-methyl-5-oxo-1,4-diazepan-1-yl)ethoxy)phenyl)ureido)acetamide C[C@@H]1N(C2=CC=CC=C2[C@@H](C1)NC1=CC=C(C=C1)NC(CNC(=O)NC1=CC=C(C=C1)OCCN1CCN(C(CC1)=O)C)=O)C(CC)=O